N=1C=CN2C1C=CC(=C2)C=2C=CN1NN(C=CC12)NC1CCN(CC1)C 5-(Imidazo[1,2-a]pyridin-6-yl)-N-(1-methylpiperidin-4-yl)pyrrolo[2,1-f]triazin-2-amine